CC(CO)C 2-methylpropanol